ClC1=CC=C(CNC(=O)NC2=CC=C(C=C2)CN2CC(NCC2)=O)C=C1 1-(4-chlorobenzyl)-3-(4-((3-oxopiperazin-1-yl)methyl)phenyl)urea